methyl (Z)-1-(4-amino-2-fluorobut-2-en-1-yl)-4-(5-(N-cyclopropylsulfamoyl)-2-methoxyphenyl)-1H-benzo[d]imidazol-6-carboxylate hydrochloride Cl.NC\C=C(\CN1C=NC2=C1C=C(C=C2C2=C(C=CC(=C2)S(NC2CC2)(=O)=O)OC)C(=O)OC)/F